2-amino-3-(7-isopropoxythieno[3,2-b]pyridine-2-carboxamido)propanoic acid NC(C(=O)O)CNC(=O)C1=CC2=NC=CC(=C2S1)OC(C)C